C1(CC1)S(=O)(=O)N1CCC(CC1)NC1=NC=C(C(=N1)C=1C=C2C(=CC(=NC2=C(C1)F)C)C(CC)NC(OCCCC)=O)F butyl (1-(6-(2-((1-(cyclopropylsulfonyl)piperidin-4-yl)amino)-5-fluoropyrimidin-4-yl)-8-fluoro-2-methylquinolin-4-yl)propyl)carbamate